2-(4,4-difluoroazepan-1-yl)-6-methylnicotinate FC1(CCN(CCC1)C1=C(C(=O)[O-])C=CC(=N1)C)F